(7S)-7-tert-butyl-N-[(1R)-3-(4-hydroxy-1-piperidyl)-1-[4-(5-methyl-1H-imidazol-4-yl)phenyl]propyl]-5,6,7,8-tetrahydrothiazolo[5,4-b]quinoline-2-carboxamide C(C)(C)(C)[C@@H]1CC=2C=C3C(=NC2CC1)SC(=N3)C(=O)N[C@H](CCN3CCC(CC3)O)C3=CC=C(C=C3)C=3N=CNC3C